4-bromo-1-(2,2,2-trifluoroethyl)-1H-indol-2-yl trifluoromethanesulfonate FC(S(=O)(=O)OC=1N(C2=CC=CC(=C2C1)Br)CC(F)(F)F)(F)F